(S)-6-Methoxy-N-(tetrahydrofuran-3-yl)isoindolin-4-amine hydrochloride Cl.COC=1C=C(C=2CNCC2C1)N[C@@H]1COCC1